2-((1R,6R)-3-methyl-6-(prop-1-en-2-yl)cyclohex-2-enyl)-5-phenethylbenzene-1,3-diol CC1=C[C@H]([C@@H](CC1)C(=C)C)C1=C(C=C(C=C1O)CCC1=CC=CC=C1)O